C1(CCCCCC1)NC(OC1=CC(=C(C=C1)OC)C=1C=NC=C(C1)C1=NN=NN1COCC[Si](C)(C)C)=O 4-methoxy-3-(5-(1-((2-(trimethylsilyl)ethoxy)methyl)-1H-tetrazol-5-yl)pyridin-3-yl)phenyl cycloheptylcarbamate